C(C1=CC=CC=C1)N1CCN(CC1)C=1C(=NC(=CC1)Cl)NCC1=CC=C(C=C1)OC (4-Benzylpiperazin-1-yl)-6-chloro-N-(4-methoxybenzyl)pyridin-2-amine